O1C2=C(OCC1)C(=CC=C2)C(=O)N 2,3-Dihydrobenzo[b][1,4]dioxine-5-carboxamide